[Si]([O-])([O-])([O-])[O-].[Al+3].[Zn+2].[Ag+] silver zinc aluminum Silicate